tris(acetoxyethyl) orthoformate C(OCCOC(C)=O)(OCCOC(C)=O)OCCOC(C)=O